C(C1=CC=CC=C1)OC=1C(=C(C2=CC(=CC=C2C1)Br)F)NC(C(F)(F)F)=O N-(3-(benzyloxy)-7-bromo-1-fluoronaphthalen-2-yl)-2,2,2-trifluoroacetamide